BrC=1N(C2=CC=CC=3C4=C[C@H](CN([C@@H]4CC1C32)C)C(=O)N(CC)CC)C(C(C)(C)C)=O (6aR,9R)-5-bromo-N,N-diethyl-7-methyl-4-pivaloyl-4,6,6a,7,8,9-hexahydroindolo[4,3-fg]quinoline-9-carboxamide